3-(dimethylamino)-N-(2-oxo-2-(4-(5-(trifluoromethyl)-1,2,4-oxadiazol-3-yl)phenyl)ethyl)benzenesulfonamide CN(C=1C=C(C=CC1)S(=O)(=O)NCC(C1=CC=C(C=C1)C1=NOC(=N1)C(F)(F)F)=O)C